FC1=C2C(=CC=3N=C(OC31)C3CN(C3)C(=O)OC(C)(C)C)CC(C2)C=O tert-Butyl 3-(8-fluoro-6-formyl-6,7-dihydro-5H-cyclopenta[f][1,3]benzoxazol-2-yl)azetidine-1-carboxylate